ClC=1C=CC(=C2C(=NN(C12)COCC[Si](C)(C)C)CC)C1=NN(N=C1)C 7-chloro-3-ethyl-4-(2-methyl-1,2,3-triazol-4-yl)-1-{[2-(trimethylsilyl)ethoxy]methyl}indazole